[Cl-].C(C1=CC=CC=C1)[PH+](C1=CC=CC=C1)C1=CC=CC=C1 benzyl-diphenylphosphonium chloride